C1(CC1)C1=C(C=C(C(=O)O)C=C1)S(NC1=C(C=CC(=C1)S(=O)(=O)C)N1CCCCC1)(=O)=O 4-cyclopropyl-3-(N-(5-(methylsulfonyl)-2-(piperidin-1-yl)phenyl)sulfamoyl)benzoic acid